C(=O)(O)C=1C=C(CN2N=C(C=C2C(=O)O)C(=O)O)C=C(C1)C(=O)O 1-(3,5-dicarboxybenzyl)-1H-pyrazole-3,5-dicarboxylic acid